benzo[c]isothiazole-1(3H)-carboxylic acid 4-nitrophenyl ester 2,2-dioxide [N+](=O)([O-])C1=CC=C(C=C1)OC(=O)N1S(CC2=C1C=CC=C2)(=O)=O